C1(CC1)C1=NC=NC(=C1C1=NN2C(=NC=CC2=N1)CC1=CC(=C(C(=C1)F)C=1N(C=C(N1)C(F)(F)F)CC)F)OC 2-(4-cyclopropyl-6-methoxypyrimidin-5-yl)-5-(4-(1-ethyl-4-(trifluoromethyl)-1H-imidazol-2-yl)-3,5-difluorobenzyl)-[1,2,4]triazolo[1,5-c]pyrimidine